pentane-1,3,5-triamine trihydrochloride Cl.Cl.Cl.C(CC(CCN)N)N